C(C1=CC=CC=C1)O[C@@H]1[C@@H](N(C[C@@H]([C@H]1OCC1=CC=CC=C1)OCC1=CC=CC=C1)C1=NC=CC=C1)COCC1=CC=CC=C1 ((2s,3r,4r,5s)-3,4,5-tris(benzyloxy)-2-((benzyloxy)methyl)piperidin-1-yl)pyridine